(R)-3-(5-chloropyridin-3-yl)-N-((S)-2-(dimethylamino)-3-(4-hydroxy-2,6-dimethylphenyl)propyl)-3-(1-(trifluoromethyl)cyclopropyl)propanamide ClC=1C=C(C=NC1)[C@@H](CC(=O)NC[C@H](CC1=C(C=C(C=C1C)O)C)N(C)C)C1(CC1)C(F)(F)F